8-Azido-adenosine-5'-monophosphate P(=O)(O)(O)OC[C@@H]1[C@H]([C@H]([C@@H](O1)N1C(=NC=2C(N)=NC=NC12)N=[N+]=[N-])O)O